3-(3-bicyclo[1.1.1]pentanylmethoxy)pyrazole-1-carboxylic acid tert-butyl ester C(C)(C)(C)OC(=O)N1N=C(C=C1)OCC12CC(C1)C2